N1CC(C1)N(C=1C=CC(=NC1)C(=O)NC)C 5-(Azetidin-3-yl-(methyl)amino)-N-methylpyridineamide